NC1=NC=CC2=C1C(=NN2C(C)C)C2=NOC(=C2)C(C)(C)O 2-(3-(4-amino-1-isopropyl-1H-pyrazolo[4,3-c]pyridin-3-yl)isoxazol-5-yl)propan-2-ol